2-[5-bromo-2-(3-chloro-2-pyridyl)pyrazol-3-yl]-7-methoxy-10-methylpyrido[2,3-g][3,1]benzoxazin-4-one BrC=1C=C(N(N1)C1=NC=CC=C1Cl)C1=NC2=C(C(O1)=O)C=C1C(=C2C)C=CC(=N1)OC